methyl (2R,3S,3aR,6aS)-3-(benzylamino)-2-((((1s,4S)-4-(3-fluorophenyl)-cyclohexyl)oxy)methyl)hexahydro-1H-furo[3,4-b]pyrrole-1-carboxylate C(C1=CC=CC=C1)N[C@H]1[C@@H]2[C@H](N([C@H]1COC1CCC(CC1)C1=CC(=CC=C1)F)C(=O)OC)COC2